2-(1-(dimethylamino)propyl-1H-benzimidazol-2-yl)-1-ethanethiol CN(C(CC)N1C(=NC2=C1C=CC=C2)CCS)C